4-Bromo-6-methylindolin-2-one BrC1=C2CC(NC2=CC(=C1)C)=O